C(C)C1=C(C(=C(C(=O)OC(C)C2=CC(=CC=C2)C2=CC(=NO2)C2=CC=CC=C2)C=C1NC(=O)C1(CC1)C1=C(C=C(C=C1)C(F)(F)F)F)C=1C=NN(C1)C1CCC1)C 1-(3-(3-phenylisoxazol-5-yl)phenyl)ethan-1-ol Ethyl-2-(1-cyclobutyl-1H-pyrazol-4-yl)-5-[({1-[2-fluoro-4-(trifluoromethyl)phenyl]cyclopropyl}carbonyl)amino]-3-methylbenzoate